N-((1'S,5'R,6'R)-6'-formyl-5'-((E)-styryl)-5',6'-dihydro-[1,1':3',1''-terphenyl]-1'(4'H)-yl)-4-methylbenzenesulfonamide C(=O)[C@@H]1[C@H](CC(=C[C@]1(C1=CC=CC=C1)NS(=O)(=O)C1=CC=C(C=C1)C)C1=CC=CC=C1)\C=C\C1=CC=CC=C1